cis-4-tert-butylcyclohexylcarbonylamino-3,5-bis[trans-4-tert-butylcyclohexylcarbonylamino]benzene C(C)(C)(C)[C@H]1CC[C@H](CC1)C(=O)NC1=CC(=CC(=C1)NC(=O)[C@@H]1CC[C@H](CC1)C(C)(C)C)NC(=O)[C@@H]1CC[C@H](CC1)C(C)(C)C